2,4,6,8-tetraphenyl-cyclotetrasiloxane C1(=CC=CC=C1)[SiH]1O[SiH](O[SiH](O[SiH](O1)C1=CC=CC=C1)C1=CC=CC=C1)C1=CC=CC=C1